[I-].NC1=CC2=C3C(=C(C=C(C3=C[NH+]=C2C=C1)N)C1=CC=CC=C1)CCC(N)N 2,7-Diamino-9-phenyl-10-(diaminopropyl)-phenanthridinium iodide